tert-butyl N-[trans-4-[[4-amino-7-(cyclopropylamino)-5,5-dimethyl-6H-benzo[h]quinazolin-8-yl]oxy]cyclohexyl]carbamate NC1=NC=NC=2C3=C(CC(C12)(C)C)C(=C(C=C3)O[C@@H]3CC[C@H](CC3)NC(OC(C)(C)C)=O)NC3CC3